pentyl margarate C(CCCCCCCCCCCCCCCC)(=O)OCCCCC